ClC1=CC2=C(C=C3N2C(=NN(C3=O)CC(=O)NC=3C(=NC=CC3)Cl)C(C)C)S1 2-(2-Chloro-5-isopropyl-8-oxothieno[2',3':4,5]pyrrolo[1,2-d][1,2,4]triazin-7(8H)-yl)-N-(2-chloropyridin-3-yl)acetamid